FC(C=1C=C2C=C(NC2=CC1)C(N[C@H]1CCCC[C@@H]2N(C1=O)[C@@H](CC2)C(N(C2=CC=CC=C2)C)=O)=O)(F)P(O)(O)=O (difluoro(2-(((3S,6S,10aS)-3-(methyl(phenyl)carbamoyl)-5-oxodecahydropyrrolo[1,2-a]azocin-6-yl)carbamoyl)-1H-indol-5-yl)methyl)phosphonic acid